2-(6-(Trifluoromethyl)pyridin-3-ylthio)acetic acid FC(C1=CC=C(C=N1)SCC(=O)O)(F)F